2-methyl-2-isopropyl-1,3-propanediol CC(CO)(CO)C(C)C